((1r,3r)-3-hydroxycyclobutyl)-4-(isopropylamino)-6-(1H-pyrazol-4-yl)-1,5-naphthyridine-3-carboxamide OC1CC(C1)C1=NC2=CC=C(N=C2C(=C1C(=O)N)NC(C)C)C=1C=NNC1